4-[[3-[4-(difluoromethoxy)-2,3-difluorophenyl]imidazo[1,2-a]pyrazin-8-yl]amino]-2-ethyl-N-[3-[(2S,3R,4S,5S,6R)-3,4,5-trihydroxy-6-(hydroxymethyl)oxan-2-yl]oxypropyl]benzamide FC(OC1=C(C(=C(C=C1)C1=CN=C2N1C=CN=C2NC2=CC(=C(C(=O)NCCCO[C@H]1O[C@@H]([C@H]([C@@H]([C@H]1O)O)O)CO)C=C2)CC)F)F)F